Methylolacrylic acid C(O)C(C(=O)O)=C